C(CCCC)OCCNC N-(2-pentoxyethyl)methylamine